Chlorobis(4-methylphenyl)phosphine ClP(C1=CC=C(C=C1)C)C1=CC=C(C=C1)C